C(=C\C)/B(O)O trans-propenylboronic acid